F[C@@H]1[C@@H](C1)C(=O)O (1S,2S)-2-fluorocyclopropanoic acid